[Cl-].C[N+](C)(C)C(C1=CC=CC=C1)C=C N,N,N-trimethyl-vinyl-benzyl-ammonium chloride